FC(C(=O)O)(F)F.N[C@H]1CCCC(C1C1=C(C2=NC(=CC(=C2S1)NCC=1SC=CC1)Cl)C#CC)(F)F 2-((6S)-6-amino-2,2-difluorocyclohexyl)-5-chloro-3-(prop-1-yn-1-yl)-N-(thiophen-2-ylmethyl)thieno[3,2-b]pyridin-7-amine trifluoroacetate